CC(C(N)C=1OC(=NN1)C(F)(F)F)C 2-methyl-1-[5-(trifluoromethyl)-1,3,4-oxadiazol-2-yl]propan-1-amine